methyl-6-chloro-1-methylene-2,3-dihydro-1H-indene CC1C(C2=CC(=CC=C2C1)Cl)=C